(1,4-phenylene)bis(methane-1-ol) C1(=CC=C(C=C1)CO)CO